7-(5-fluoro-2-(((3S,4R)-3-hydroxytetrahydro-2H-pyran-4-yl)amino)pyrimidin-4-yl)-2-(((3R,4R)-4-fluoro-3-hydroxypiperidin-1-yl)methyl)-1-isopropylquinolin-4(1H)-one FC=1C(=NC(=NC1)N[C@H]1[C@@H](COCC1)O)C1=CC=C2C(C=C(N(C2=C1)C(C)C)CN1C[C@H]([C@@H](CC1)F)O)=O